CC1N(CCC=2C1=NN(C2OS(=O)(=O)C(F)(F)F)C2=CC=CC=C2)C(=O)OC(C)(C)C tert-Butyl 7-methyl-2-phenyl-3-(((trifluoromethyl)sulfonyl) oxy)-2,4,5,7-tetrahydro-6H-pyrazolo[3,4-c]pyridine-6-carboxylate